N-(3-Bromophenyl)-N-((4'-(dimethylamino)-[1,1'-biphenyl]-4-yl)methyl)cyclohexanecarboxamide BrC=1C=C(C=CC1)N(C(=O)C1CCCCC1)CC1=CC=C(C=C1)C1=CC=C(C=C1)N(C)C